FC1(CN(C1)C=1C=C(C=CC1)C(C(=O)O)OC)F 2-[3-(3,3-difluoroazetidin-1-yl)phenyl]-2-methoxy-acetic acid